4-chloro-1-(1-(4-cyclopropylphenyl)ethyl)-1H-benzo[d][1,2,3]triazole-7-carboxylic acid ClC1=CC=C(C=2N(N=NC21)C(C)C2=CC=C(C=C2)C2CC2)C(=O)O